C(C)(C)(C)[C@@H]1CC=2C=C3C(=NC2CC1)SC(=C3)C(=O)N[C@H](CC[NH+]3C[C@@H]([C@@H](C3)O)O)C3=CC=C(C=C3)C3=CNC(C=C3)=O (6S)-6-tert-butyl-N-[(1R)-1-[4-(6-oxo-1H-pyridin-3-yl)phenyl]-3-[(3S,4R)-3,4-dihydroxypyrrolidin-1-ium-1-yl]propyl]-5,6,7,8-tetrahydrothieno[2,3-b]quinoline-2-carboxamide